ClC=1C=CC(=C(C1)CC(=O)NC1=CCN(C=C1)C(C)C)O 4-[[2-(5-Chloro-2-hydroxyphenyl)acetyl]amino]-N-isopropylpyridin